FC(CCC(C)(C)C)(F)C=1C=C(C=CC1)B(O)O (3-(1,1-difluoro-4,4-dimethylpentyl)phenyl)boronic acid